N-octyl-2-benzothiazolyl-sulphenamide C(CCCCCCC)NSC=1SC2=C(N1)C=CC=C2